1,2-Dipiperidinoethan N1(CCCCC1)CCN1CCCCC1